p-vinylphenyl-N,N,N-trimethyl-ammonium hydroxide [OH-].C(=C)C1=CC=C(C=C1)[N+](C)(C)C